4-phenyl-2,3,5,6-tetrafluorobenzonitrile C1(=CC=CC=C1)C1=C(C(=C(C#N)C(=C1F)F)F)F